FC(C1=C(C=C(C=N1)NC(C(=O)O)=O)C)F 2-[[6-(difluoromethyl)-5-methyl-3-pyridyl]amino]-2-oxo-acetic Acid